1-(2-aminoethylamino)-3-(isoundecyloxy)propan-2-ol NCCNCC(COCCCCCCCCC(C)C)O